Nonasilan [SiH3][SiH2][SiH2][SiH2][SiH2][SiH2][SiH2][SiH2][SiH3]